(tert-butylimino)-2-diethylamino-1,3-dimethylperhydro-1,3,2-diazaphosphole C(C)(C)(C)N=C1N(P(N(C1)C)N(CC)CC)C